(2R,3S)-2-(3-(6-bromo-1H-imidazo[4,5-c]pyridin-1-yl)propyl)piperidin-3-ol BrC1=CC2=C(C=N1)N=CN2CCC[C@H]2NCCC[C@@H]2O